C(C)(C)NC=1N=C(C2=C(N1)C=CS2)NCC=2C=NC(=CC2)C(F)(F)F N2-isopropyl-N4-((6-(trifluoromethyl)pyridin-3-yl)methyl)thieno[3,2-d]pyrimidine-2,4-diamine